methyl 4-(bromoethynyl)-2-hydroxybenzoate BrC#CC1=CC(=C(C(=O)OC)C=C1)O